FC1=C(CNC(=O)C=2C(C=C(NC2)C(=O)O)=O)C=CC(=C1)F 5-((2,4-difluorobenzyl)carbamoyl)-4-oxo-1,4-dihydropyridine-2-carboxylic acid